C1CC12CN(CCC2)C(=O)C2=CC=C(C=C2)C2=C(N(C=1N=CN=C(C12)N)C)C1=CC=C(C=C1)NC(C(=C)C)=O N-(4-(5-(4-(5-azaspiro[2.5]octane-5-carbonyl)phenyl)-4-amino-7-methyl-7H-pyrrolo[2,3-d]pyrimidin-6-yl)phenyl)methacrylamide